Cl.S1SC=CC=C1 dithiine hydrochloride